N-(5-(((2R,4R)-4-((5-fluoropyridin-2-yl)oxy)-2-methylpyrrolidin-1-yl)methyl)thiazol-2-yl)acetamide FC=1C=CC(=NC1)O[C@@H]1C[C@H](N(C1)CC1=CN=C(S1)NC(C)=O)C